2-[2-(3-iodopyrazolo[1,5-a]pyridin-6-yl)-2-methyl-propoxy]-N,N-dimethyl-acetamide IC=1C=NN2C1C=CC(=C2)C(COCC(=O)N(C)C)(C)C